5-(8-methyl-2,3-dihydro-1H-pyrido[2,3-b][1,4]oxazin-7-yl)indolin-2-one CC1=C(C=NC=2OCCNC21)C=2C=C1CC(NC1=CC2)=O